3-(3-Fluoro-4-(4-methylpyrimidin-2-yl)oxo-phenyl)-4-(4-nitrophenyl)-5-vinyl-1H-pyrrole-2-carboxamide FC=1C(C(C=CC1C1=NC=CC(=N1)C)C1=C(NC(=C1C1=CC=C(C=C1)[N+](=O)[O-])C=C)C(=O)N)=O